O.O.N1=C(C=CC=C1)C1=NC=CC=C1.[Ru] ruthenium bipyridyl, dihydrate